ClCC1OCC1C#N (chloromethyl)oxetane-3-carbonitrile